FC1=CC=C(C=C1)N1N=CC(=C1)S(=O)(=O)C1=CC=C(C=C1)CNC(=O)C1=CC=2C(=CN=CC2)O1 N-({4-[1-(4-fluorophenyl)-1H-pyrazole-4-sulfonyl]phenyl}methyl)furo[2,3-c]pyridine-2-carboxamide